CN(C1CCN(CC1)C(=O)OC=1C=CC=2C=CC3=CC=CC=C3C2C1)C phenanthren-3-yl 4-(dimethylamino)piperidine-1-carboxylate